FC1=C(C(=CC=C1)C)C1CCC(CC1)C1=CC=2C(=NC=C(N2)C(F)(F)F)NC1=O 7-((1r,4r)-4-(2-fluoro-6-methylphenyl)cyclohexyl)-2-(trifluoromethyl)pyrido[2,3-b]pyrazin-6(5H)-one